N-(2-hydroxyethyl)-N-(2-methoxyphenyl)acetamide OCCN(C(C)=O)C1=C(C=CC=C1)OC